tert-butyl 4-((4-((3-chloro-2-fluoro-4-((2-methylbenzo[d]thiazol-5-yl)oxy)phenyl)amino)pyrido[3,2-d]pyrimidin-6-yl)oxy)piperidine-1-carboxylate ClC=1C(=C(C=CC1OC=1C=CC2=C(N=C(S2)C)C1)NC=1C2=C(N=CN1)C=CC(=N2)OC2CCN(CC2)C(=O)OC(C)(C)C)F